Cl.CN1CCN(CC1)C1=CC=C(C=C1)SC1=CC2=C(NC(=N2)NC(OC)=O)C=C1 methyl (5-((4-(4-methylpiperazin-1-yl)phenyl)thio)-1H-benzo[d]imidazol-2-yl)carbamate hydrochloric acid salt